Dibenzyl 2-((9-oxo-1,2,3,9-tetrahydropyrrolo[2,1-b]quinazolin-3-yl)methyl)malonate O=C1N2C(=NC=3C=CC=CC13)C(CC2)CC(C(=O)OCC2=CC=CC=C2)C(=O)OCC2=CC=CC=C2